C(#N)C=1C=C2N(CCN(C2=CC1C=1C=NN(C1)C)CC(=O)OCC)C1=C2C=C(C(N(C2=CC(=C1)OC)C)=O)C Ethyl 2-(6-cyano-4-(7-methoxy-1,3-dimethyl-2-oxo-1,2-dihydroquinolin-5-yl)-7-(1-methyl-1H-pyrazol-4-yl)-3,4-dihydroquinoxalin-1(2H)-yl)acetate